aluminum tricarbamate C(N)([O-])=O.C(N)([O-])=O.C(N)([O-])=O.[Al+3]